FC(C1=CC=C(C=C1)S(=O)(=O)C1N(CCC2(C1)CNC1=CC=C(C=C12)F)C(=O)[O-])F [4-(difluoromethyl) benzenesulfonyl]-5-fluoro-1,2-dihydrospiro[indole-3,4'-piperidine]-1'-carboxylate